[O].[Fe].[Ca] calcium-iron oxygen